2-(4-methylpiperazin-1-yl)ethyl-isopropylamine CN1CCN(CC1)CCNC(C)C